OC1=C(C=NNC(C2=CC=CC=C2)=O)C=CC=C1OC N'-(2-hydroxy-3-methoxyl-benzylidene)benzoyl-hydrazine